tert-butyl (2S,3S)-3-(isopropylamino)-2-methylpyrrolidine-1-carboxylate C(C)(C)N[C@@H]1[C@@H](N(CC1)C(=O)OC(C)(C)C)C